1-(1,1-dioxido-2,3-dihydrothieno[2,3-f][1,4]thiazepin-4(5H)-yl)-2,2,2-trifluoroethan-1-one O=S1(CCN(CC2=C1C=CS2)C(C(F)(F)F)=O)=O